bis(hydroxymethyl) phosphate chloride [Cl-].P(=O)(OCO)(OCO)[O-]